tert-butyl-4-[7-bromo-2-[(1R,2R)-2-[4-[(2-tert-butoxy-2-oxo-ethoxy)methyl]-1-piperidyl]cyclopentoxy]-6-chloro-8-fluoro-quinazolin-4-yl]piperazine-1-carboxylate C(C)(C)(C)OC(=O)N1CCN(CC1)C1=NC(=NC2=C(C(=C(C=C12)Cl)Br)F)O[C@H]1[C@@H](CCC1)N1CCC(CC1)COCC(=O)OC(C)(C)C